N-(2-(difluoromethyl)-5-methoxypyridin-4-yl)-3-(3-fluoro-4-methylphenyl)-3-(1,2,4-thiadiazol-5-yl)pyrrolidine-1-carboxamide FC(C1=NC=C(C(=C1)NC(=O)N1CC(CC1)(C1=NC=NS1)C1=CC(=C(C=C1)C)F)OC)F